(3S)-N-[(1r,3S)-3-{[6-chloro-2-(trifluoromethyl)quinolin-4-yl]amino}cyclohexyl]-3-fluoropiperidine-1-carboxamide ClC=1C=C2C(=CC(=NC2=CC1)C(F)(F)F)N[C@@H]1C[C@@H](CCC1)NC(=O)N1C[C@H](CCC1)F